N1N=CC2=CC(=CC=C12)NC1=NC(=NC(=C1)OC1=CC=CC=C1)C1=CC=C2C=C(NC2=C1)C(=O)NC(C)C 6-(4-((1H-indazol-5-yl)amino)-6-phenoxypyrimidin-2-yl)-N-isopropyl-1H-indole-2-carboxamide